(2-chloroethyl) dichloroisoamyldiphosphonate ClC(CC(C)C)(P(=O)(OCCCl)OP(=O)[O-])Cl